C(C)(C)(C)OC(=O)N1C(CC(C1)CC(F)(F)Cl)=O 4-(2-chloro-2,2-difluoro-ethyl)-2-oxo-pyrrolidine-1-carboxylic acid tert-butyl ester